N-[(5,6-dichloro-1H-benzimidazol-2-yl)methyl]-2-(morpholin-4-yl)-8-(trifluoromethyl)pyrazolo[1,5-a][1,3,5]triazin-4-amine ClC1=CC2=C(NC(=N2)CNC2=NC(=NC=3N2N=CC3C(F)(F)F)N3CCOCC3)C=C1Cl